2-methoxy-4H-pyrrolo[3,2-d]thiazole-5-carboxylic acid ethyl ester C(C)OC(=O)C1=CC=2N=C(SC2N1)OC